2-amino-2-[2-(4-heptyloxy-3-trifluoromethylphenyl)ethyl]ethyl-Propane-1,3-diol hydrochloride Cl.NC(CC(CCO)O)CCC1=CC(=C(C=C1)OCCCCCCC)C(F)(F)F